methoxycarbonyltetracyclo[4.4.0.12,5.17,10]-3-dodecene COC(=O)C12C3C=CC(C2C2CCC1C2)C3